CC(CCCCCCCCCCCC)CCCCCCCCCC 13-Methyltricosane